4-Oxo-4-(1-phenyl-3,4-dihydro-1H-isoquinolin-2-yl)-N-[[4-(trifluoromethyl)phenyl]methyl]butyric acid amide O=C(CCC(=O)NCC1=CC=C(C=C1)C(F)(F)F)N1C(C2=CC=CC=C2CC1)C1=CC=CC=C1